5-(3-hydroxy-2-hydroxymethyl-propionamido)-N,N'-dimethyl-N-(2,3-dihydroxypropyl)-N'-(1,3-dihydroxypropyl)-2,4,6-triiodoisophthalamide OCC(C(=O)NC=1C(=C(C(=C(C(=O)N(CC(CO)O)C)C1I)I)C(=O)N(C(CCO)O)C)I)CO